N-(3-Methyl-5-(1H-1,2,4-triazol-1-yl)phenyl)-2-(2-((2,2,2-trifluoroethyl)amino)pyrimidin-4-yl)-1H-pyrrolo[3,2-c]pyridin-6-amine CC=1C=C(C=C(C1)N1N=CN=C1)NC1=CC2=C(C=N1)C=C(N2)C2=NC(=NC=C2)NCC(F)(F)F